acetylacrylonitrile C(C)(=O)C(C#N)=C